CC1(CCC(CC1)NC(=O)C1=CC=2C(=CN=C(C2)OC)N1)C N-(4,4-dimethylcyclohexyl)-5-methoxy-1H-pyrrolo[2,3-c]pyridine-2-carboxamide